N-(4-carbamoylphenyl)-3-(indolin-1-ylsulfonyl)benzamide C(N)(=O)C1=CC=C(C=C1)NC(C1=CC(=CC=C1)S(=O)(=O)N1CCC2=CC=CC=C12)=O